C1(CCC1)C=1C=2N(C3=CC=C(C=C3N1)C(=O)OC)C=CC2 methyl 4-cyclobutylpyrrolo[1,2-a]quinoxaline-7-carboxylate